tert-butyl (1R,2S)-2-[1-(tert-butoxycarbonyl)-3-[(5-chloro-2-methylpyridin-4-yl)amino]indazol-6-yl]-5'-methoxy-2'-oxospiro[cyclopropane-1,3'-indole]-1'-carboxylate C(C)(C)(C)OC(=O)N1N=C(C2=CC=C(C=C12)[C@@H]1C[C@@]12C(N(C1=CC=C(C=C21)OC)C(=O)OC(C)(C)C)=O)NC2=CC(=NC=C2Cl)C